1-(1,3-Dithian-2-yl)-2-phenyl-3-(3,4,5-trimethoxyphenyl)prop-2-en-1-one S1C(SCCC1)C(C(=CC1=CC(=C(C(=C1)OC)OC)OC)C1=CC=CC=C1)=O